tert-butyl (2R)-5-((R)-1-azido-2-ethoxy-2-oxoethyl)-1-methylpyrrolidine-2-carboxylate N(=[N+]=[N-])[C@@H](C(=O)OCC)C1CC[C@@H](N1C)C(=O)OC(C)(C)C